C(C1=CC=CC=C1)(=O)C=1C=C(C=CC1)C(C(=O)N1C=CC2=C1N=CC=1N2C(=CN1)[C@H]1CN(C[C@H]1CC)C(=O)NCC(F)(F)F)C (3R,4S)-3-(3-(2-(3-benzoylphenyl)propanoyl)-3H-imidazo[1,2-a]pyrrolo[2,3-e]pyrazin-8-yl)-4-ethyl-N-(2,2,2-trifluoroethyl)pyrrolidine-1-carboxamide